ClC=1N=C(SC1C(=O)N1CCC(CC1)N1C[C@@H](CCC1)C)N[C@@H](C)C1=NC=CC=C1F (4-Chloro-2-{[(1S)-1-(3-fluoropyridin-2-yl)ethyl]amino}-1,3-thiazol-5-yl)[(3R)-3-methyl[1,4'-bipiperidine]-1'-yl]methanone